C1(CCC1)C(=O)NC=1NC2=CC=CN=C2C(C1C(=O)NC1=CC=CC=C1)=O 2-(cyclobutanecarboxamido)-4-oxo-N-phenyl-1,4-dihydro-1,5-naphthyridine-3-carboxamide